NC/C(/COC1=CC=C(C=C1)S(=O)(=O)CC1CCN(CC1)C(=O)C1CCC1)=C\F (E)-(4-(((4-((2-(aminomethyl)-3-fluoroallyl)oxy)phenyl)sulfonyl)methyl)piperidin-1-yl)(cyclobutyl)methanone